BrC=1C=CC(=NC1)O[C@H]1C[C@H](N(C1)C1=CC=C(C(=O)OC)C=C1)COC(F)F methyl 4-((2S,4S)-4-((5-bromopyridin-2-yl)oxy)-2-((difluoromethoxy)methyl)pyrrolidin-1-yl)benzoate